C(C(=C)C)(=O)OCCC[Si](OCCOC)(OCCOC)OCCOC γ-methacryloxypropyl-tris(β-methoxyethoxy)silane